C(C)(C)(C)OC(N(C)[C@H](C(=O)NCCNC1=NC(=NC(=C1)NC=1SC(=CN1)C1CCC1)CC)C)=O N-[(1S)-2-[2-[[6-[(5-cyclobutylthiazol-2-yl)amino]-2-ethyl-pyrimidin-4-yl]amino]ethylamino]-1-methyl-2-oxo-ethyl]-N-methyl-carbamic acid tert-butyl ester